N-(3,5-dichloro-4-(2,6-dioxopiperidin-3-yl)benzyl)-3-methylchromane-3-carboxamide ClC=1C=C(CNC(=O)C2(COC3=CC=CC=C3C2)C)C=C(C1C1C(NC(CC1)=O)=O)Cl